1,4-dioxa-8-[2,6-bis(2,3,5,6-tetramethylphenyl)phenyl]-8-phosphaspiro[4.5]decane CC1=C(C(=C(C=C1C)C)C)C1=C(C(=CC=C1)C1=C(C(=CC(=C1C)C)C)C)P1CCC2(OCCO2)CC1